3-(2-oxo-5-(piperidin-2-yl)benzo[cd]indol-1(2H)-yl)piperidine-2,6-dione trifluoroacetate FC(C(=O)O)(F)F.O=C1N(C2=CC=CC=3C2=C1C=CC3C3NCCCC3)C3C(NC(CC3)=O)=O